C1(CCC1)N1C(=NC2=C1C=C(C=C2)C(=O)OC(C)(C)C)C=2N(C(C(=C(N2)C(NC=2C=NOC2)=O)O)=O)C tert-butyl 1-cyclobutyl-2-(5-hydroxy-4-(isoxazol-4-ylcarbamoyl)-1-methyl-6-oxo-1,6-dihydropyrimidin-2-yl)-1H-benzo[d]imidazole-6-carboxylate